FC1=C(C=CC=2N(C(=NC21)C2=CC=C(C=C2)S(=O)(=O)C)C)C2CCN(CC2)C2CC1CCC(C2)N1CC(C)C 4-fluoro-5-(1-(8-isobutyl-8-azabicyclo[3.2.1]oct-3-yl)piperidin-4-yl)-1-methyl-2-(4-(methylsulfonyl)phenyl)-1H-benzo[d]imidazole